O[C@H](C1=C2C=CNC2=CC=C1)C=1C=C(C(=O)O)C=C(N1)C(NC)=O |r| (+/-)-2-(hydroxy(1-indol-4-yl)methyl)-6-(methylcarbamoyl)isonicotinic acid